benzyl 7-(aminomethyl)-7-(1-methyl-1H-1,2,3-triazol-4-yl)-3-azabicyclo[4.1.0]heptane-3-carboxylate NCC1(C2CCN(CC12)C(=O)OCC1=CC=CC=C1)C=1N=NN(C1)C